(4-(3-(4-amino-3-(difluoromethyl)-1H-pyrazol-1-yl)azetidin-1-yl)piperidin-1-yl)-2-hydroxyethan-1-one NC=1C(=NN(C1)C1CN(C1)C1CCN(CC1)C(CO)=O)C(F)F